tert-butyl N-(2-(1-(7-methoxyquinolin-4-yl)piperidin-4-yl)propyl)sulfamoylcarbamate COC1=CC=C2C(=CC=NC2=C1)N1CCC(CC1)C(CNS(=O)(=O)NC(OC(C)(C)C)=O)C